Cl.CN(S(=O)(=O)N)CC1=CC=C(C=C1)C1=CC=NC=2NC(C=CC12)=O N-methyl-N-(4-(7-oxo-7,8-dihydro-1,8-naphthyridin-4-yl)benzyl)sulfamide hydrochloride